ClCC1=CN=C(S1)C1=C(C(=C(C=C1)F)OCC1=CC=C(C=C1)OC)F 5-(Chloromethyl)-2-{2,4-difluoro-3-[(4-methoxyphenyl)methoxy]phenyl}-1,3-thiazole